ClC=1C=C(C=CC1Cl)C(CN(C)C)N1C(C=C(C=C1)C1=CNC2=NC=C(C=C21)N2CCOCC2)=O 1-(1-(3,4-dichlorophenyl)-2-(dimethylamino)ethyl)-4-(5-morpholino-1H-pyrrolo[2,3-b]pyridin-3-yl)pyridin-2(1H)-one